7-chloro-1,2-dimethyl-1H-imidazo[4,5-b]pyridine ClC1=C2C(=NC=C1)N=C(N2C)C